CC1(CCN(CC1)C1=CC=C(C=C1)N1N=NC2=C1C=C(C(=C2)F)O)C 1-(4-(4,4-Dimethylpiperidin-1-yl)phenyl)-5-fluoro-1H-benzo[d][1,2,3]triazol-6-ol